C1C[C@H](NC1)C(=O)O L(-)-proline